cyclobutane-1,3-diol diisobutyrate C(C(C)C)(=O)OC1CC(C1)OC(C(C)C)=O